acetic acid-isobutyric anhydride C(C(C)C)(=O)OC(C)=O